ClC1=NC=C(C(=N1)Cl)C1CC1 2,4-dichloro-5-cyclopropylpyrimidine